NC1=C(C=C(C=2OCCN(C21)C)O[C@H]2COCC2)C(=O)O (R)-5-amino-4-methyl-8-((tetrahydrofuran-3-yl)oxy)-3,4-dihydro-2H-benzo[b][1,4]oxazine-6-carboxylic acid